C(CC)(=O)OCC1=CC=CO1 Furfuryl alcohol propionate